C(C)O[Si](OCC)(OCC)CCCCCCSSCCCCCC[Si](OCC)(OCC)OCC bis-[3-(triethoxysilylpropyl) propyl] disulfide